CN1C=CC(C=2C=CC(=NC12)B(O)O)=O (8-methyl-5-oxo-5,8-dihydro-1,8-naphthyridin-2-yl)boronic acid